ClC1=CN=CC(=N1)CO (6-chloropyrazin-2-yl)methanol